4-((2-cyano-4,6-difluorophenyl)thio)-6-(5-methyl-1-(1-methylpiperidin-4-yl)-1H-pyrazol-4-yl)pyrazolo[1,5-a]pyridine C(#N)C1=C(C(=CC(=C1)F)F)SC=1C=2N(C=C(C1)C=1C=NN(C1C)C1CCN(CC1)C)N=CC2